N-(5-(benzylthio)-1,3,4-thiadiazol-2-yl)-3-(3,5-di-tert-butyl-4-hydroxyphenyl)propanamide C(C1=CC=CC=C1)SC1=NN=C(S1)NC(CCC1=CC(=C(C(=C1)C(C)(C)C)O)C(C)(C)C)=O